1-((1-benzyl-1H-tetrazol-5-yl)methyl)piperidin C(C1=CC=CC=C1)N1N=NN=C1CN1CCCCC1